Boc-phenylglycinol mesylate S(C)(=O)(=O)OCC(NC(=O)OC(C)(C)C)C1=CC=CC=C1